ortho-dimethylbenzene CC1=C(C=CC=C1)C